8-trifluoromethyl-2,3-diphenyl-5H-1,4-benzodiazepine FC(C1=CC2=C(CN=C(C(=N2)C2=CC=CC=C2)C2=CC=CC=C2)C=C1)(F)F